N-(2-(2-oxabicyclo[2.1.1]hex-1-yl)-6-methylpyrimidin-4-yl)-6'-chloro-5-(methoxymethyl)-[2,3'-bipyridine]-4'-amine C12(OCC(C1)C2)C2=NC(=CC(=N2)NC2=C(C=NC(=C2)Cl)C2=NC=C(C=C2)COC)C